N1(CCOCC1)CCN1N=CC=2C1=NC(=NC2NC(=O)C=2SC(=CC2)[N+](=O)[O-])C2=CC=C(C=C2)OC(F)(F)F N-(1-(2-morpholinylethyl)-6-(4-(trifluoromethoxy)phenyl)-1H-pyrazolo[3,4-d]pyrimidin-4-yl)-5-nitrothiophene-2-carboxamide